6-Amino-3-((1R,3S)-3-(5-amino-4-methyl-1H-pyrazol-1-yl)-4'-chloro-1',2'-dihydrospiro[cyclopentane-1,3'-pyrrolo[2,3-b]pyridin]-5'-yl)-2-fluoro-N,N-dimethylbenzamide NC1=CC=C(C(=C1C(=O)N(C)C)F)C=1C(=C2C(=NC1)NC[C@]21C[C@H](CC1)N1N=CC(=C1N)C)Cl